tetrachloro-copper (II) Cl[Cu-2](Cl)(Cl)Cl